2-chloro-5-(n-propylaminomethyl)pyridine ClC1=NC=C(C=C1)CNCCC